C(=O)(OCC1=CC=CC=C1)N1C(C(CCC1)C#N)(C)C N-Cbz-2,2-dimethyl-3-cyanopiperidine